BrC1=CC=2N(C=C1)N=CN2 7-bromo[1,2,4]triazolo[1,5-a]pyridine